BrC1=C(C=C(C=C1)C(C)(C)N)C 2-(4-bromo-3-methylphenyl)propan-2-amine